CC=1C(=C(C=C(C1)C)O)C=1N=NC(=CC1)N1C[C@]2(CC1)OCCN(C2)C 3,5-dimethyl-2-[6-[(5R)-9-methyl-6-oxa-2,9-diazaspiro[4.5]decan-2-yl]pyridazin-3-yl]phenol